C[C@@H]1[C@H](C1)NC(=O)C1=CC2=C(N=C(S2)N2C[C@H](N(CC2)C2COC2)C)S1 N-[(1S,2S)-2-methylcyclopropyl]-2-[(3R)-3-methyl-4-(oxetan-3-yl)piperazin-1-yl]thieno[2,3-d]thiazole-5-carboxamide